N1(CCNCC1)C1=NC=2N(C=C1)N=CC2C=2C(=NC=CC2)OC2CN(C2)C(=O)OC methyl 3-[[3-(5-piperazin-1-ylpyrazolo[1,5-a]pyrimidin-3-yl)-2-pyridyl]oxy]azetidine-1-carboxylate